(4-((6,7-dimethoxyquinazolin-4-yl)oxy)naphthalen-1-yl)-1-(2-fluorophenyl)-2-oxo-1,2,4,5,6,7-hexahydropyrazolo[1,5-a]pyridine-3-carboxamide COC=1C=C2C(=NC=NC2=CC1OC)OC1=CC=C(C2=CC=CC=C12)C1C=2N(CCC1)N(C(C2C(=O)N)=O)C2=C(C=CC=C2)F